methyl 1,2-dimethyl-5-oxo-pyrazole-3-carboxylate CN1N(C(=CC1=O)C(=O)OC)C